N[C@@H]1CN(C[C@@H](C1)C)C1=C2C(=NC=C1NC(=O)C1=NC(=C(C=C1)F)C1=C(C=CC=C1F)F)[C@H](CC2)O N-{4-[(3S,5R)-3-amino-5-methylpiperidin-1-yl]-(7S)-7-hydroxy-6,7-dihydro-5H-cyclopenta[b]pyridin-3-yl}-6-(2,6-difluorophenyl)-5-fluoropyridine-2-carboxamide